m-iodo-benzylguanidine IC=1C=C(CNC(=N)N)C=CC1